O=C1C(=C(C=NN1)S[C@H](COCCC(=O)N1CCN(CC1)C1=NC=C(C#N)C=C1)C)C(F)(F)F (S)-6-(4-(3-(2-((6-Oxo-5-(trifluoromethyl)-1,6-dihydropyridazin-4-yl)thio)propoxy)propanoyl)piperazin-1-yl)nicotinonitrile